ClC1=C(C=C(N=N1)C(O)C1=CC(=C(C=C1)F)C1=NC=NC2=CC(=CC=C12)N1CCOCC1)OC (6-Chloro-5-methoxy-pyridazin-3-yl)-[4-fluoro-3-(7-morpholin-4-yl-quinazolin-4-yl)phenyl]-methanol